2-[4-[(4-chloro-3-cyano-1H-indol-7-yl)sulfamoyl]pyrazol-1-yl]-2-methyl-propanamide ClC1=C2C(=CNC2=C(C=C1)NS(=O)(=O)C=1C=NN(C1)C(C(=O)N)(C)C)C#N